CC=1C=C(C=C(C1)C)C1=CC=C(C(=N1)N1C(C[C@@H](C1)C)(C)C)C(=O)NS(=O)(=O)C1=NC(=CC=C1)OCCC(C)C 6-(3,5-Dimethylphenyl)-N-[(6-isopentyloxy-2-pyridyl)sulfonyl]-2-[(4S)-2,2,4-trimethylpyrrolidin-1-yl]pyridin-3-carboxamid